ClC1=C(C=C(C(=C1)NC1=CC=C(C=C1)N(C)C)C)N=CN(C)CC N'-(2-chloro-4-((4-(dimethylamino)phenyl)amino)-5-methylphenyl)-N-ethyl-N-methylformimidamide